2-(1-(cyclopropylmethyl)-1H-pyrazol-4-yl)-7-(1H-imidazol-5-yl)-3-isopropylimidazo[2,1-f][1,2,4]triazin-4(3H)-one C1(CC1)CN1N=CC(=C1)C1=NN2C(C(N1C(C)C)=O)=NC=C2C2=CN=CN2